NC1=C(N=CC(=N1)N1CCC2(CC=3C=CC=NC3CC2N)CC1)SC1=C(C(=NC=C1)N)Cl 1-(6-amino-5-((2-amino-3-chloro-pyridin-4-yl)thio)pyrazin-2-yl)-7',8'-dihydro-5'H-spiro[piperidine-4,6'-quinolin]-7'-amine